N1C=CC=2C1=NC(=CC2)CN2CC1(CCN(C1)C[C@@H](CC(=O)OC)C1=CC(=CC=C1)N1N=C(C=C1C)C)CC2 methyl (3S)-4-(7-((1H-pyrrolo[2,3-b]pyridin-6-yl)methyl)-2,7-diazaspiro[4.4]nonan-2-yl)-3-(3-(3,5-dimethyl-1H-pyrazol-1-yl)phenyl)butyrate